4-{[6-(5-chloro-2-fluorophenyl)-2H,3H,4H-pyrido[3,2-b][1,4]-oxazin-8-yl]amino}-N-(1-methyl-piperidin-4-yl)pyridine-3-carboxamide ClC=1C=CC(=C(C1)C=1C=C(C=2OCCNC2N1)NC1=C(C=NC=C1)C(=O)NC1CCN(CC1)C)F